tri-butyl-phenyl-phosphine C(CCC)C1=C(C(=C(C=C1)P)CCCC)CCCC